1-[[3-[3-Fluoro-4-[(2-methylimidazol-1-yl)methyl]phenyl]-5-isobutyl-2-thienyl]sulfonyl]-3-(2-hydroxyethyl)urea FC=1C=C(C=CC1CN1C(=NC=C1)C)C1=C(SC(=C1)CC(C)C)S(=O)(=O)NC(=O)NCCO